Cl.C1(=CC=CC=C1)S(=O)(=O)NCCN BenzenesulfonylethyleneDiamine Hydrochloric Acid Salt